N-(4-(4-amino-7-cyano-3-(3-fluoro-4-((4-(trifluoromethyl)pyrimidin-2-yl)oxy)phenyl)-1-methyl-1H-pyrrolo[3,2-c]pyridin-2-yl)-3-chlorophenyl)methacrylamide NC1=NC=C(C2=C1C(=C(N2C)C2=C(C=C(C=C2)NC(C(=C)C)=O)Cl)C2=CC(=C(C=C2)OC2=NC=CC(=N2)C(F)(F)F)F)C#N